C(C)C=1C=CC(=NC1OC)OC1CCC2(CN(C2)C(=O)C2CC(C2)(C)O)CC1 (7-((5-Ethyl-6-methoxypyridin-2-yl)oxy)-2-azaspiro[3.5]nonan-2-yl)((1s,3s)-3-hydroxy-3-methylcyclobutyl)methanon